Dibutyltin bis(acetoacetate) C(CC(=O)C)(=O)[O-].C(CC(=O)C)(=O)[O-].C(CCC)[Sn+2]CCCC